N-(3-(6-(4-((2-(Aminomethyl)morpholino)methyl)phenyl)-7H-pyrrolo[2,3-d]pyrimidin-4-yl)-5-fluoro-2-methylphenyl)-2-fluoro-4-(2-hydroxypropan-2-yl)benzamide NCC1OCCN(C1)CC1=CC=C(C=C1)C1=CC2=C(N=CN=C2C=2C(=C(C=C(C2)F)NC(C2=C(C=C(C=C2)C(C)(C)O)F)=O)C)N1